6-Methyl-3-(5-methylpyrimidin-2-yl)pyridine-2-carbonitrile CC1=CC=C(C(=N1)C#N)C1=NC=C(C=N1)C